pyrazolo[1,5-a]pyridine-5-carboxylic acid (1-ethyl-1H-pyrazol-4-yl)-amide C(C)N1N=CC(=C1)NC(=O)C1=CC=2N(C=C1)N=CC2